1-BUTYL-5-CHLORO-3-CYCLOPROPYL-1H-PYRAZOLE-4-CARBALDEHYDE C(CCC)N1N=C(C(=C1Cl)C=O)C1CC1